ON1C([C@H]([C@@H](C1=O)CC(C)C)C1=CC=C(C=C1)O)=O trans-1-hydroxy-3-(4-hydroxyphenyl)-4-isobutylpyrrolidine-2,5-dione